CC1=CC2=C(NC(=N2)C=CC(=O)N(C(C)C)C(C)C)C=C1C 3-(5,6-dimethyl-1H-1,3-benzodiazol-2-yl)-N,N-bis(propan-2-yl)propenamide